ClC1=C2C(C[C@@]3(CC4(OCCO4)CCC3)C2=CC=C1)(O)C(F)(F)F (1S)-4-chloro-3-(trifluoromethyl)-2,3-dihydrodispiro[indene-1,1'-cyclohexane-3',2''-[1,3]dioxolan]-3-ol